tert-butyl-2-(((6-((4,4-difluorocyclohexyl)amino)-2-(methylsulfonyl)pyrimidin-4-yl)oxy)methyl)azetidine-1-carboxylate C(C)(C)(C)OC(=O)N1C(CC1)COC1=NC(=NC(=C1)NC1CCC(CC1)(F)F)S(=O)(=O)C